8-oxa-2-azaspiro[3.4]octane C1NCC12CCCO2